5-methyl-N-[2-(5-methyl-2-furanyl)-2-(4-morpholinyl)ethyl][1,2,4]triazolo[1,5-a]pyrimidin-7-amine CC1=NC=2N(C(=C1)NCC(N1CCOCC1)C=1OC(=CC1)C)N=CN2